BrC1=C(C=CC=C1)P(OC)(OC)=O dimethyl (2-bromophenyl)phosphonate